(E)-1-(2-aminophenyl)-3-(pyrimidin-5-yl)prop-2-en-1-one NC1=C(C=CC=C1)C(\C=C\C=1C=NC=NC1)=O